[Br-].CC1=C(C=CC=C1)[Zn+] 2-methylphenyl-zinc bromide